2-ethyl-6-(4-methoxybenzyl)-8-[(3r)-3-methoxypyrrolidin-1-yl]-2,6-dihydroimidazo[1,2-c]pyrido[2,3-e]pyrimidin-5(3H)-one C(C)C1N=C2N(C(N(C3=C2N=CC(=C3)N3C[C@@H](CC3)OC)CC3=CC=C(C=C3)OC)=O)C1